methyl (S)-3-((1,4-dioxan-2-yl)methoxy)-6-(2-methoxyphenyl)picolinate O1[C@@H](COCC1)COC=1C(=NC(=CC1)C1=C(C=CC=C1)OC)C(=O)OC